ditolyl-ammonium citrate C(CC(O)(C(=O)[O-])CC(=O)[O-])(=O)[O-].C1(=C(C=CC=C1)[NH2+]C1=C(C=CC=C1)C)C.C1(=C(C=CC=C1)[NH2+]C1=C(C=CC=C1)C)C.C1(=C(C=CC=C1)[NH2+]C1=C(C=CC=C1)C)C